C(C)(=O)N1CCN(CC1)C1=CC=C(C=N1)N\C(\C)=C\1/C(NC2=CN=C(C=C21)C=2C=NC=CC2C)=O (Z)-3-(1-((6-(4-Acetylpiperazin-1-yl)pyridin-3-yl)amino)ethylidene)-5-(4-methylpyridin-3-yl)-1H-pyrrolo[2,3-c]pyridin-2(3H)-one